3-(1-cyclopropyl-1H-pyrazol-4-yl)-8-methoxy-2-(trifluoromethyl)-4H-pyrido[1,2-a]pyrimidin-4-one C1(CC1)N1N=CC(=C1)C1=C(N=C2N(C1=O)C=CC(=C2)OC)C(F)(F)F